tert-Butyl 4-(4-(5-((1R,2S)-2-((tert-Butyldimethylsilyl)oxy)-1-((3-chloro-4-cyanophenyl)amino)propyl)-1,3,4-oxadiazol-2-yl)phenyl)piperazine-1-carboxylate [Si](C)(C)(C(C)(C)C)O[C@H]([C@@H](NC1=CC(=C(C=C1)C#N)Cl)C1=NN=C(O1)C1=CC=C(C=C1)N1CCN(CC1)C(=O)OC(C)(C)C)C